(2S,4R)-2-formylamino-4-(pyridine-4-sulfonylamino)pyrrolidine-1-carboxylic acid tert-butyl ester C(C)(C)(C)OC(=O)N1[C@@H](C[C@H](C1)NS(=O)(=O)C1=CC=NC=C1)NC=O